O=C1CCC(=CC1)C1=CC=C(C=C1)C(=O)N 4'-oxo-2',3',4',5'-tetrahydro-[1,1'-biphenyl]-4-carboxamide